trimethylolpropane tri(thioglycolate) C(CS)(=O)O.C(CS)(=O)O.C(CS)(=O)O.C(O)C(CC)(CO)CO